NC1=C2C(=NC=N1)N(N=C2C)C(C)C2=C(C(=C(C#N)C(=C2)Cl)C2CN(C2)CC(C)(C)O)OCC 4-[1-(4-amino-3-methyl-1H-pyrazolo[3,4-d]pyrimidin-1-yl)ethyl]-6-chloro-3-ethoxy-2-[1-(2-hydroxy-2-methylpropyl)azetidin-3-yl]benzonitrile